C12=CC=C(N1)C=C1C=CC(=N1)C=C1C=CC(N1)=CC=1C=CC(N1)=C2.[Co].[Cu] copper-cobalt porphyrin